FC1=CC=C2C(=NC=NC2=C1)NCCCCN1C(NC2(C1=O)CCNCC2)=O 3-(4-((7-Fluoroquinazolin-4-yl)amino)butyl)-1,3,8-triazaspiro[4.5]decane-2,4-dione